N1(CCCCC1)C(C=O)C 2-(piperidin-1-yl)propan-1-one